tert-butyl 4-(5-bromo-2-pyridyl)-6-hydroxy-1,4-diazepane-1-carboxylate BrC=1C=CC(=NC1)N1CCN(CC(C1)O)C(=O)OC(C)(C)C